N1(CCCC1)C1=CC=C(C=C1)C1CNC(N1)=O 5-(4-(pyrrolidin-1-yl)phenyl)imidazolidin-2-on